N-{4-[(3S)-2,3-dihydro[1,4]dioxino[2,3-b]pyridin-3-yl]benzyl}cyclopentylamine O1C[C@@H](OC2=NC=CC=C21)C2=CC=C(CNC1CCCC1)C=C2